3,3-dimethylbutyl 4-methylbenzenesulfonate CC1=CC=C(C=C1)S(=O)(=O)OCCC(C)(C)C